NC1=NNC=N1 (E)-(3-amino-1,2,4-triazole)